C[Si](O[SiH3])(CCCS)C (dimethyl-3-mercaptopropylsiloxy)silane